tert-butyl (S)-4'-((tert-butoxycarbonyl)amino)-3'-methyl-4'H,6'H-spiro[piperidine-4,5'-pyrrolo[1,2-b]pyrazole]-1-carboxylate C(C)(C)(C)OC(=O)N[C@H]1C2(CN3N=CC(=C31)C)CCN(CC2)C(=O)OC(C)(C)C